2-((S)-4,4-difluoro-3-(1-methyl-6-oxo-1,6-dihydropyridin-3-yl)piperidin-1-yl)-N-(1-(3,5-difluorobenzyl)-1H-imidazol-4-yl)propanamide FC1([C@H](CN(CC1)C(C(=O)NC=1N=CN(C1)CC1=CC(=CC(=C1)F)F)C)C1=CN(C(C=C1)=O)C)F